C1(CC1)C1=CC(=NC=2N1N=C(C2)C2=C(C=C(C=C2)N2CCC(CC2)O)F)C(=O)N2[C@@H](C1=CC=CC=C1CC2)C 1-(4-{7-cyclopropyl-5-[(1R)-1-methyl-1,2,3,4-tetrahydroisoquinoline-2-carbonyl]-pyrazolo[1,5-a]pyrimidin-2-yl}-3-fluorophenyl)piperidin-4-ol